N2-(4-(1,2-dimethyl-1H-imidazol-5-yl)-2-methoxyphenyl)-N8-neopentylpyrido[3,4-d]pyrimidine-2,8-diamine CN1C(=NC=C1C1=CC(=C(C=C1)NC=1N=CC2=C(N1)C(=NC=C2)NCC(C)(C)C)OC)C